4-((2-((2-oxa-6-azaspiro[3.3]hept-6-yl)methyl)-6-chlorobenzyl)amino)-2,6-difluoro-N-(thiazol-4-yl)benzenesulfonamide formate C(=O)O.C1OCC12CN(C2)CC2=C(CNC1=CC(=C(C(=C1)F)S(=O)(=O)NC=1N=CSC1)F)C(=CC=C2)Cl